FC1=C(CSC2=NN=C3N2C(=C(C(N3)=O)C)C)C=CC=C1 3-[(2-fluorobenzyl)sulfanyl]-5,6-dimethyl[1,2,4]triazolo[4,3-a]pyrimidin-7(8H)-one